C1N(CC2=CC=CC=C12)C(=O)C1CC2(CCC2)C1 6-(isoindoline-2-carbonyl)spiro[3.3]heptan